N(=C=O)CCC1CC2CC(C1C2)(CCCN=C=O)CN=C=O 6-(2-isocyanatoethyl)-2-isocyanatomethyl-2-(3-isocyanatopropyl)-bicyclo(2.2.1)heptane